NC1=NC(=CC(=N1)C1=CC=CC(=C1C#N)C)C=1C=NN(C1)CC1=NC(=CC=C1)C(C)(C)O 6-[2-amino-6-(1-{[6-(1-hydroxy-1-methylethyl)-2-pyridinyl]methyl}-1H-pyrazol-4-yl)-4-pyrimidinyl]-2-methylbenzonitrile